Triphenylphosphine tetrakis(pentafluorophenyl)borate FC1=C(C(=C(C(=C1[B-](C1=C(C(=C(C(=C1F)F)F)F)F)(C1=C(C(=C(C(=C1F)F)F)F)F)C1=C(C(=C(C(=C1F)F)F)F)F)F)F)F)F.C1(=CC=CC=C1)P(C1=CC=CC=C1)C1=CC=CC=C1